2-(2-methoxyethyl)-2,3-dihydro-1H-isoindole-1,3-dione COCCN1C(C2=CC=CC=C2C1=O)=O